O[C@@]1(CN(CC1)C[C@H](C)NC([O-])=O)C |o1:1,7| ((S or R)-1-((S or R)-3-hydroxy-3-methylpyrrolidin-1-yl)propan-2-yl)carbamate